BrC1=C(C(=CC=C1)Cl)C1=CC=2NC(N(C(C2S1)=O)C=1C2=C(C=NC1)C=NN2C)=O 6-(2-bromo-6-chlorophenyl)-3-(1-methyl-1H-pyrazolo[4,3-c]pyridin-7-yl)thieno[3,2-d]pyrimidine-2,4(1H,3H)-dione